ClC=1C=CC2=C(C[C@@H](CC=3N2C(=NN3)[C@@H]3CC[C@H](CC3)OC3=NC=CC=C3)NC(=O)C3CCN(CC3)C)C1 N-{(5S)-8-chloro-1-[trans-4-(pyridin-2-yloxy)cyclohexyl]-5,6-dihydro-4H-[1,2,4]triazolo[4,3-a][1]benzazepin-5-yl}-1-methylpiperidine-4-carboxamide